C(C)(C)(C)OC(N[C@@H]1CC[C@H](CC1)OC=1C=C(C2=C(\C(\C(C=3C(=NC=NC23)N)(C)C)=N/OC)C1)Cl)=O N-[trans-4-[(6Z)-4-amino-10-chloro-6-methoxyimino-5,5-dimethyl-benzo[h]quinazolin-8-yl]oxycyclohexyl]carbamic acid tert-butyl ester